diisopropylaminoethoxy-1,3,2-dioxaborinane C(C)(C)N(C(C)C)CCOB1OCCCO1